C(C)(SC1C(OC(C1)C)C)=O S-(Tetrahydro-2,5-Dimethyl-3-Furanyl) Ethanethioate